butanoic acid 2,5-dioxopyrrolidin-1-yl ester O=C1N(C(CC1)=O)OC(CCC)=O